COC1N(CCC1)C(C)=O 1-(2-methoxypyrrolidin-1-yl)ethan-1-one